BrC1=C(C(=CC(=C1)C)Br)CC=O (2,6-dibromo-4-methyl-phenyl)-acetaldehyde